BrCC1=CC(=C(C#N)C=C1)OC(C)C 4-(bromomethyl)-2-isopropoxybenzonitrile